[Si](C)(C)(C(C)(C)C)OCCCOC1=C2C(=C(NC2=C(C(=C1)Cl)Cl)COC1OCCCC1)C=1C=NN(C1)C1OCCCC1 4-(3-((tert-butyldimethylsilyl)oxy)propoxy)-6,7-dichloro-3-(1-(tetrahydro-2H-pyran-2-yl)-1H-pyrazol-4-yl)-2-(((tetrahydro-2H-pyran-2-yl)oxy)methyl)-1H-indole